3-(1-isopropyl-1H-benzo[d][1,2,3]triazol-5-yl)-5-(3-methoxy-pyridin-2-yl)-1,2,4-oxadiazole C(C)(C)N1N=NC2=C1C=CC(=C2)C2=NOC(=N2)C2=NC=CC=C2OC